9-(n-propoxycarbonyloxy)anthracene C(CC)OC(=O)OC=1C2=CC=CC=C2C=C2C=CC=CC12